[8-(1-octylnonoxy)-8-oxo-octyl](2S)-4-[3-(dimethylamino)propanoyloxy]-1-(5-dodecanoyloxypentyl)pyrrolidine-2-carboxylate C(CCCCCCC)C(CCCCCCCC)OC(CCCCCCCOC(=O)[C@H]1N(CC(C1)OC(CCN(C)C)=O)CCCCCOC(CCCCCCCCCCC)=O)=O